1-methyl-N-(3-((2-((5-methyl-1-(1-methylpiperidin-4-yl)-1H-1,2,3-triazol-4-yl)amino)-5-(trifluoromethyl)pyrimidin-4-yl)amino)propyl)azetidine-3-carboxamide CN1CC(C1)C(=O)NCCCNC1=NC(=NC=C1C(F)(F)F)NC=1N=NN(C1C)C1CCN(CC1)C